ClC=1C=C2C(=NC1)N=C(O2)C=2C=C(C=CC2)NC(CSCC)=O N-(3-(6-chlorooxazolo[4,5-b]pyridin-2-yl)phenyl)-2-(ethylthio)acetamide